O[C@H]1C[C@@H](CCC1)N1C(C2(C3=C1N=C(N=C3)NC=3C(=NNC3)OCCO)CC2)=O 7'-((1R,3R)-3-hydroxycyclohexyl)-2'-((3-(2-hydroxyethoxy)-1H-pyrazol-4-yl)amino)spiro[cyclopropane-1,5'-pyrrolo[2,3-d]pyrimidin]-6'(7'H)-one